3-(3-chloro-4-methoxyphenyl)-2-iodo-4-methoxy-3H-imidazo[4,5-c]pyridine ClC=1C=C(C=CC1OC)N1C(=NC2=C1C(=NC=C2)OC)I